1,8-Octan-diol C(CCCCCCCO)O